CN(CCOC=1C=CC(=C(C(=O)N[C@H](C)C2=CC(=NC3=CC=CC=C23)C=2C=NN(C2)C(F)(F)F)C1)C)C (R)-5-(2-(dimethylamino)ethoxy)-2-methyl-N-(1-(2-(1-(trifluoro-methyl)-1H-pyrazol-4-yl)quinolin-4-yl)ethyl)benzamide